FC(CNC1=CC=2NC(C(=CC2S1)C1=NC2=C(N1)C=C1C(=C2)CNOCC1)=O)F ((2,2-difluoroethyl)amino)-6-(5,6,8,9-tetrahydro-1H-oxazepino[4',5':4,5]benzo[1,2-d]imidazol-2-yl)thieno[3,2-b]pyridin-5(4H)-one